C1(CCCCC1)C1=CC=C(C=C1)C1(NC(C2=CC=CC=C12)=O)O 3-(4-cyclohexylphenyl)-3-hydroxyisoindolin-1-one